BrC=1C=C(C=NC1)COC1=CC=C(C=C1)C=1C=C(C(NC1C(F)(F)F)=O)C(=O)N 5-(4-((5-Bromopyridin-3-yl)methoxy)phenyl)-2-oxo-6-(trifluoromethyl)-1,2-dihydropyridine-3-carboxamide